C(C)(C)(C)C1=CC=C(C=C1)N1C(=CC=C1)C=O 1-(4-(tert-butyl)phenyl)-1H-pyrrole-2-carbaldehyde